ClC=1N=C2C(=C(C(N(C2=CC1)C)=O)C#N)N1C[C@H]([C@H](CC1)N(C1=CC=C(C=C1)F)C)C 6-chloro-4-[(3R,4S)-4-(4-fluoro-N-methyl-anilino)-3-methyl-1-piperidinyl]-1-methyl-2-oxo-1,5-naphthyridine-3-carbonitrile